COC(C(COC1=CC=CC=C1)C)=O 3-phenoxy-2-methylpropanoic acid methyl ester